(1R,3R)-2,2-dichloro-3-(3,5-dichlorophenyl)cyclopropane-1-carboxylic acid ClC1([C@H]([C@@H]1C1=CC(=CC(=C1)Cl)Cl)C(=O)O)Cl